6-bromo-1-isopropylpyrazolo[4,3-b]pyridine BrC=1C=C2C(=NC1)C=NN2C(C)C